Tert-butyl-((6,7-dihydro-5H-pyrano[2,3-d]thiazol-7-yl)methyl)(methyl)carbamate C(C)(C)(C)OC(N(C)CC1CCOC=2N=CSC21)=O